2-(2-(2-aminoethyl)-1H-benzo[d]imidazol-1-yl)-N,N-dimethylethan-1-amine trihydrochloride Cl.Cl.Cl.NCCC1=NC2=C(N1CCN(C)C)C=CC=C2